(4-amino-3,5-difluorophenyl)(8-(4-chloro-1,2,6-trimethyl-1H-benzo[d]imidazol-5-yl)-1-(hydroxymethyl)indolizin-3-yl)methanone NC1=C(C=C(C=C1F)C(=O)C1=CC(=C2C(=CC=CN12)C1=C(C2=C(N(C(=N2)C)C)C=C1C)Cl)CO)F